FC1(CCN(CC1)C(=O)C=1C=CC(=NC1)N(C1=CC=2N(C=C1)C(N(N2)C)=O)CC(F)(F)F)F 7-((5-(4,4-difluoropiperidine-1-carbonyl)pyridin-2-yl)(2,2,2-trifluoroethyl)amino)-2-methyl-[1,2,4]triazolo[4,3-a]pyridin-3(2H)-one